tert-butyl (2S,9S,Z)-9-((((9H-fluoren-9-yl)methoxy)carbonyl)amino)-1-methyl-10-oxo-1,2,3,4,7,8,9,10-octahydroazecine-2-carboxylate C1=CC=CC=2C3=CC=CC=C3C(C12)COC(=O)N[C@H]1CC\C=C/CC[C@H](N(C1=O)C)C(=O)OC(C)(C)C